NCCC(=O)N(CC(NC=1SC2=C(N1)C=CC(=C2)OC(F)(F)F)=O)C 3-amino-N-methyl-N-(2-oxo-2-((6-(trifluoromethoxy)benzo[d]thiazol-2-yl)amino)ethyl)propanamide